catecholquinone C1(O)=C(O)C(C(C=C1)=O)=O